8-(4-chloro-2-fluorophenyl)-2,3-dimethyl-6-[(2R,4R)-2-(2-methylpyridin-4-yl)oxan-4-yl]-3H,4H-pyrimido[5,4-d][1,3]diazin-4-one ClC1=CC(=C(C=C1)C1=NC(=NC2=C1N=C(N(C2=O)C)C)[C@H]2C[C@@H](OCC2)C2=CC(=NC=C2)C)F